1-(5-chloro-3-fluoropyridin-2-yl)-4-(4-chlorobenzyl)-3,3-dimethylpiperazine-2,5-dione ClC=1C=C(C(=NC1)N1C(C(N(C(C1)=O)CC1=CC=C(C=C1)Cl)(C)C)=O)F